4-(2-(3-(benzyloxy)propoxy)-4-(5-bromo-1H-indazol-3-yl)phenyl)morpholine C(C1=CC=CC=C1)OCCCOC1=C(C=CC(=C1)C1=NNC2=CC=C(C=C12)Br)N1CCOCC1